N-(3-(hydrazinecarbonyl)bicyclo[1.1.1]pentan-1-yl)-2-(4-isobutoxy-3-isopropyl-6-oxopyridazin-1(6H)-yl)acetamide N(N)C(=O)C12CC(C1)(C2)NC(CN2N=C(C(=CC2=O)OCC(C)C)C(C)C)=O